3-[[3,5-difluoro-4-(trifluoromethyl)phenoxy]-difluoromethyl]-4,6-difluoro-7-propyl-dibenzothiophene FC=1C=C(OC(C=2C=CC3=C(SC4=C3C=CC(=C4F)CCC)C2F)(F)F)C=C(C1C(F)(F)F)F